dicarboxy trithiocarbonate C(SC(=O)O)(SC(=O)O)=S